4-((2s,5S)-1-acetyl-4-acryloyl-5-(methoxymethyl)piperazin-2-yl)-6-chloro-6'-fluoro-N-methyl-[2,4'-bipyridine]-2'-carboxamide C(C)(=O)N1[C@H](CN([C@@H](C1)COC)C(C=C)=O)C1=CC(=NC(=C1)Cl)C1=CC(=NC(=C1)F)C(=O)NC